C(C)(C)(C)C1=C(C(=CC(=C1)[N+](=O)[O-])C(C)(C)C)O 2,6-di-tert-butyl-p-nitrophenol